tert-butyl (12aR)-9-bromo-10-chloro-8-methoxy-6-oxo-3,4,12,12a-tetrahydro-6H-pyrazino[2,1-c][1,4]benzoxazepine-2(1H)-carboxylate BrC1=C(C2=C(C(N3[C@@H](CO2)CN(CC3)C(=O)OC(C)(C)C)=O)C=C1OC)Cl